N-(1-(3,4-dichlorophenyl)-2-(dimethylamino)ethyl)-4-(2-(trifluoromethyl)phenoxy)benzenesulfonamide ClC=1C=C(C=CC1Cl)C(CN(C)C)NS(=O)(=O)C1=CC=C(C=C1)OC1=C(C=CC=C1)C(F)(F)F